2-(2-fluoro-6-methoxyphenyl)-N-(4-(1-methyl-4-(trifluoromethyl)-1H-imidazol-2-yl)benzyl)-9-(tetrahydro-2H-pyran-2-yl)-9H-purin-6-amine FC1=C(C(=CC=C1)OC)C1=NC(=C2N=CN(C2=N1)C1OCCCC1)NCC1=CC=C(C=C1)C=1N(C=C(N1)C(F)(F)F)C